2-(1,5-dimethyl-1,2,3,6-tetrahydropyridin-4-yl)-5-(5-methyl-3,4,5,6-tetrahydropyridin-2-yl)benzo[d]thiazole CN1CCC(=C(C1)C)C=1SC2=C(N1)C=C(C=C2)C2=NCC(CC2)C